FC1(CCC2=C1N=C(N=C2C2=CC(=C(OCC(=O)N1CCN(CC1)C(=O)OC(C)(C)C)C(=C2)F)F)S(=O)(=O)C)F tert-butyl 4-(2-(4-(7,7-difluoro-2-(methylsulfonyl)-6,7-dihydro-5H-cyclopenta[d]pyrimidin-4-yl)-2,6-difluorophenoxy)acetyl)piperazin-1-carboxylate